[Br-].C(CCCCCCCCCCCCCCC)[NH3+] Cetylammonium bromide